O1CCO[C@H]2[C@H]1CN(C2)C(=O)OCC2=CC=CC=C2 benzyl (4aR,7aR)-hexahydro-6H-[1,4]dioxino[2,3-c]pyrrole-6-carboxylate